3-((1-(1-(3-hydroxy-2,2-dimethylpropyl)-1H-pyrazol-4-yl)-6-chloro-2-cyclopropyl-7-fluoro-1H-indol-3-yl)thio)-2-fluorobenzoic acid OCC(CN1N=CC(=C1)N1C(=C(C2=CC=C(C(=C12)F)Cl)SC=1C(=C(C(=O)O)C=CC1)F)C1CC1)(C)C